Heptadecan-9-yl (Z)-8-((2-hydroxyethyl)(4-(((non-6-en-1-yloxy)carbonyl)oxy)butyl)amino)octanoate OCCN(CCCCCCCC(=O)OC(CCCCCCCC)CCCCCCCC)CCCCOC(=O)OCCCCC\C=C/CC